bifuranol O1C(=C(C=C1)O)C=1OC=CC1